6-(8-(1-cyclopropylpiperidin-4-yl)-8-azabicyclo[3.2.1]oct-3-yl)-2-(3,4-dimethoxyphenyl)-8-methylimidazo[1,2-a]pyridine C1(CC1)N1CCC(CC1)N1C2CC(CC1CC2)C=2C=C(C=1N(C2)C=C(N1)C1=CC(=C(C=C1)OC)OC)C